2,2,2-trichloroethyl (4-((5-(5-(dimethylcarbamoyl)pyridin-2-yl)-1-methyl-1H-indazole-3-carboxamido)methyl)phenyl)carbamate CN(C(=O)C=1C=CC(=NC1)C=1C=C2C(=NN(C2=CC1)C)C(=O)NCC1=CC=C(C=C1)NC(OCC(Cl)(Cl)Cl)=O)C